4,10-diiodo-1,2,7,8-tetraphenylperylene IC=1C2=CC(=C(C=3C=4C=CC(=C5C=C(C(=C(C(=CC1)C23)C54)C5=CC=CC=C5)C5=CC=CC=C5)I)C5=CC=CC=C5)C5=CC=CC=C5